(E)-3,7-dimethylocta-2,6-dien-1-yl (1S,3S)-3-((Z)-2-chloro-3,3,3-trifluoroprop-1-en-1-yl)-2,2-dimethylcyclopropane-1-carboxylate Cl\C(=C/[C@H]1C([C@H]1C(=O)OC\C=C(\CCC=C(C)C)/C)(C)C)\C(F)(F)F